2,5-dimethyl-6-phenyl-5H-pyrrolo[2,3-b]Pyrazine-7-carbaldehyde CC=1N=C2C(=NC1)N(C(=C2C=O)C2=CC=CC=C2)C